N2-(2-(1-(Cyclopropylsulfonyl)-1H-pyrazol-4-yl)pyrimidin-4-yl)-5-(4-(difluoromethyl)thiazol-2-yl)-N4-((1s,4s)-4-((2-fluoroethyl)amino)cyclohexyl)pyridine-2,4-diamine C1(CC1)S(=O)(=O)N1N=CC(=C1)C1=NC=CC(=N1)NC1=NC=C(C(=C1)NC1CCC(CC1)NCCF)C=1SC=C(N1)C(F)F